C=C1N=CC=CC1=C 2,3-dimethylene-2,3-dihydropyridine